N-(2,2-Difluoro-1,3-benzodioxol-5-yl)-3-[5-hydroxy-3-(trifluoromethyl)pyrazol-1-yl]-N-methyl-benzamide FC1(OC2=C(O1)C=CC(=C2)N(C(C2=CC(=CC=C2)N2N=C(C=C2O)C(F)(F)F)=O)C)F